CN1C[C@@H]([C@@H](CC1)N1N=C2C=C(C=CC2=C1)[C@@H]1NC[C@H](CC1)C)C |r| 2-[rac-(3S,4R)-1,3-dimethyl-4-piperidyl]-6-[rac-(2R,5S)-5-methyl-2-piperidyl]indazole